2-hexyloxytetrahydro-2H-pyran tert-Butyl-(2S,4S)-4-((8-(benzyloxy)-7-bromoquinoxalin-2-yl)amino)-2-((3-hydroxypropyl)carbamoyl)piperidine-1-carboxylate C(C)(C)(C)OC(=O)N1[C@@H](C[C@H](CC1)NC1=NC2=C(C(=CC=C2N=C1)Br)OCC1=CC=CC=C1)C(NCCCO)=O.C(CCCCC)OC1OCCCC1